CS(=O)(=O)OCCCOC(=O)C1C2CCC(CC1C1=CC=C(C=C1)I)N2 3-methansulfonyloxypropyl-3-(4-iodophenyl)-8-azabicyclo[3.2.1]octane-2-carboxylate